C1(=CCCC1)N1C(C(=C(C=C1C)C)C(=O)NC1=CC(=C(C=C1)OC1=CC=NC2=CC(=C(N=C12)OC)OC)F)=O 1-(cyclopenten-1-yl)-N-[4-[(6,7-dimethoxy-1,5-naphthyridin-4-yl)oxy]-3-fluorophenyl]-4,6-dimethyl-2-oxopyridine-3-carboxamide